2,3-dihydro-1H-indol-2-on N1C(CC2=CC=CC=C12)=O